amino-5-bromonicotinoyl-hydrazine NN(N)C(C1=CN=CC(=C1)Br)=O